CN1N=C2C=CC=C(C2=C1)C1=NN(C2=C(C=CC=C12)C(F)(F)F)C=1C=CC(=NC1)N1CCC(CC1)C(=O)OCC ethyl 1-{5-[2'-methyl-7-(tri-fluoromethyl)-1H,2'H-[3,4'-biindazol]-1-yl]pyridin-2-yl}piperidine-4-carboxylate